dihydroisoindolyl-dihydropyran C1(NCC2=CC=CC=C12)C1OC=CCC1